S(=O)(=O)(O)CC.FC1=C(C#N)C=CC=C1 2-fluoro-benzonitrile esylate